tert-butyl 5-bromo-3-((2-(2-ethoxy-2-oxoethyl)phenoxy)methyl)-1H-indole-1-carboxylate BrC=1C=C2C(=CN(C2=CC1)C(=O)OC(C)(C)C)COC1=C(C=CC=C1)CC(=O)OCC